(R)-N-(2-(2-fluorophenyl)propan-2-yl)-2-(pyrrolidin-2-yl)acetamide FC1=C(C=CC=C1)C(C)(C)NC(C[C@@H]1NCCC1)=O